((Methylsulfonyl)oxy)-2-azaspiro[3.3]Heptane-2-carboxylic acid tert-butyl ester C(C)(C)(C)OC(=O)N1C(C2(C1)CCC2)OS(=O)(=O)C